ClC=1C=CC2=CC=C3C=CC(=NC3=C2N1)C1=CC=C(C2=C1OC=1C2=NC=CC1)OC 6-(9-chloro-1,10-phenanthrolin-2-yl)9-methoxybenzofurano[3,2-b]pyridine